COC(\C=C\C1=CN=CN1)=O (E)-3-(1H-imidazol-5-yl)prop-2-enoic acid methyl ester